1-dimethylamino-1,1,3,3,5,5-hexamethyl-5-methoxytrisiloxane CN([Si](O[Si](O[Si](OC)(C)C)(C)C)(C)C)C